NC1=C(N=CC2=C(C(=CC=C12)F)B1OC(C(O1)(C)C)(C)C)C(=O)NCCC 4-Amino-7-fluoro-N-propyl-8-(4,4,5,5-tetramethyl-1,3,2-dioxaborolan-2-yl)isoquinoline-3-carboxamide